COC1=CC=C(CN2C=C(C=C2)C(=O)O)C=C1.ClC1=CC(=C(C(=C1)F)C(CC1=NC(=NC(=N1)N[C@@H](CO)CC(C)C)NS(=O)(=O)C)C)F N-(4-(2-(4-chloro-2,6-difluorophenyl)propyl)-6-(((R)-1-hydroxy-4-methylpent-2-yl)amino)-1,3,5-triazin-2-yl)methanesulfonamide 1-(4-methoxybenzyl)-1H-pyrrole-3-carboxylate